[2-(aminomethyl)-3,3-difluoro-allyl]-4-[[5-(1-ethylpyrazol-4-yl)-3-fluoro-2-thienyl]methyl]-1,2,4-triazol-3-one trifluoroacetate salt FC(C(=O)O)(F)F.NCC(CC=1N(C(NN1)=O)CC=1SC(=CC1F)C=1C=NN(C1)CC)=C(F)F